(S)-1-(2-((3r,4r)-3-amino-4-fluoropiperidin-1-yl)-1H-benzo[d]imidazol-1-yl)-2,3-dihydro-1H-indene-5-carbonitrile hydrochloride Cl.N[C@@H]1CN(CC[C@H]1F)C1=NC2=C(N1[C@H]1CCC3=CC(=CC=C13)C#N)C=CC=C2